4-[(9z,12z)-octadienyl]-1-p-toluenesulfonyl-(13z,16z)-tricosane-dien-4-ol C(=CC=CCCCC)C(CC=CS(=O)(=O)C1=CC=C(C)C=C1)(C=CCCCCCCCCCCCCCCCCC)O